6-methyl-9-[4-(trifluoromethyl)phenyl]-9H-carbazole-3-carboxylic acid CC=1C=C2C=3C=C(C=CC3N(C2=CC1)C1=CC=C(C=C1)C(F)(F)F)C(=O)O